tert-butyl 6-(4-(4-chloroquinolin-7-yl)-3-fluorobenzyl)-2,6-diazaspiro[3.3]heptane-2-carboxylate ClC1=CC=NC2=CC(=CC=C12)C1=C(C=C(CN2CC3(CN(C3)C(=O)OC(C)(C)C)C2)C=C1)F